3-[6-amino-5-(3,4,5-trimethoxyphenyl)-3-pyridyl]-phenol NC1=C(C=C(C=N1)C=1C=C(C=CC1)O)C1=CC(=C(C(=C1)OC)OC)OC